C(C)(C)(C)OC(=O)N1N=CC=2C1=NC=C(C2)C#CC2=NC(=NC=C2)C2=NC(=NC=C2)N2CC1=CC=C(C=C1C2)F tert-Butyl-5-((2'-(5-fluoroisoindolin-2-yl)-[2,4'-bipyrimidin]-4-yl)ethynyl)-1H-pyrazolo[3,4-b]pyridine-1-carboxylate